1-[9-ethyl-6-benzoyl-9H-carbazol-3-yl]-ethanone 1-(O-acetyloxime) C(C)(=O)ON=C(C)C=1C=CC=2N(C3=CC=C(C=C3C2C1)C(C1=CC=CC=C1)=O)CC